ClC=1C=C(C=CC1Cl)NC(=O)N1N=CCC1C1=CC=CC=C1 N-(3,4-dichlorophenyl)-5-phenyl-4,5-dihydro-1H-pyrazole-1-carboxamide